C(C)C(C(=O)O)=C 2-Ethyl-Acrylic Acid